ClC1=CC=C(C=C1)S(=O)(=O)C=1CC(OC1C1=CC=CC=C1)CSC 4-(4-chlorophenyl)sulfonyl-2-((methylthio)methyl)-5-phenyl-2,3-dihydrofuran